2,4,6-tri-benzoyl-phloroglucinol C(C1=CC=CC=C1)(=O)C1=C(O)C(=C(C(=C1O)C(C1=CC=CC=C1)=O)O)C(C1=CC=CC=C1)=O